2'-chloro-5'-methoxy-6-methyl-N-(5-((5-methyltetrahydrofuran-3-yl)methoxy)-1,3,4-thiadiazol-2-yl)-(4,4'-bipyridyl)-3-carboxamide ClC1=NC=C(C(=C1)C1=C(C=NC(=C1)C)C(=O)NC=1SC(=NN1)OCC1COC(C1)C)OC